N1N=C(N=C1)C1=CC=CC(=N1)C#N 6-(1H-1,2,4-triazol-3-yl)picolinonitrile